methylisothiourea hemisulfate S(=O)(=O)(O)O.CNC(S)=N.CNC(S)=N